NC=1N=NC(=CC1N1C[C@H]2CC[C@@H](C1)N2C=2C=C(OC1CCN(CC1)C1CCC(CC1)C1=C3CCN(C3=CC=C1)[C@H]1C(NC(CC1)=O)=O)C=CC2)C2=C(C=CC=C2)O (R)-3-(4-((1S,4S)-4-(4-(3-((1R,5S)-3-(3-amino-6-(2-hydroxyphenyl)pyridazin-4-yl)-3,8-diazabicyclo[3.2.1]octan-8-yl)phenoxy)piperidin-1-yl)cyclohexyl)indolin-1-yl)piperidine-2,6-dione